(1R,5S,6r)-3-azabicyclo[3.1.0]Hexane-6-yl-(2,2-dimethyl-2,3,3a,7a-tetrahydro-1H-indol-1-yl)methanone TFA salt OC(=O)C(F)(F)F.[C@H]12CNC[C@@H]2C1C(=O)N1C(CC2C=CC=CC12)(C)C